azepin-7(6H)-one N1C=CC=CCC1=O